CCCCCCCCCCCCCCCCCCCCCC(C(C(=O)N[C@@H](COP(=O)(O)O[C@@H]1[C@@H]([C@@H]([C@H]([C@@H]([C@H]1O[C@H]2[C@H]([C@H]([C@@H]([C@H](O2)CO)O)O)O)O)O)O)O)[C@@H](C(CCCCCCCCCCCCCC)O)O)O)O The molecule is a mannosylated ceramide phosphoinositol compound having a tetracosanoyl group attached to the ceramide nitrogen, hydroxylation at C-4 of the long-chain base, and hydroxylation at C-2 and C-3 of the very-long-chain fatty acid. It has a role as a Saccharomyces cerevisiae metabolite. It derives from an Ins-1-P-Cer(t18:0/2,3-OH-24:0). It is a conjugate acid of a Man-beta1-2-Ins-1-P-Cer(t18:0/2,3-OH-24:0)(1-).